N1(CCCC1)CCC[Si](O)(O)O 3-pyrrolidinylpropylsilanetriol